(3R,4R)-1-(5,6-difluoro-1-((1R)-1-(4-(trifluoromethoxy)phenyl)ethyl)-1H-benzoimidazol-2-yl)-4-fluoro-3-piperidinamine FC1=CC2=C(N(C(=N2)N2C[C@H]([C@@H](CC2)F)N)[C@H](C)C2=CC=C(C=C2)OC(F)(F)F)C=C1F